C(C)(=O)O[C@H](CNC(=O)[C@]1([C@@H](CC[C@H](C1)C)C(C)C)O)C1=CC=CC=C1 (S)-2-((1S,2S,5R)-1-hydroxy-2-isopropyl-5-methylcyclohexane-1-carboxamido)-1-phenylethyl acetate